2-[4-(chloromethyl)phenyl]-5-(trifluoromethoxy)pyridine, hydrochloride Cl.ClCC1=CC=C(C=C1)C1=NC=C(C=C1)OC(F)(F)F